(1s,4s)-4-(3-chloroanilino)-2'-(3-methoxy-5-methylphenyl)spiro[cyclohexane-1,1'-indene]-4-carboxylic acid ClC=1C=C(NC2(CCC3(C(=CC4=CC=CC=C34)C3=CC(=CC(=C3)C)OC)CC2)C(=O)O)C=CC1